COC(CCCC=1N=C(N(C1)C1=CC=CC=C1)NC(C1=CC(=CC=C1)C=1C=NN(C1)C)=O)=O 4-(2-(3-(1-methyl-1H-pyrazol-4-yl)benzoylamino)-1-phenyl-1H-imidazol-4-yl)butanoic acid methyl ester